FC(C1=CN=C(N=N1)N[C@@H]1C[C@H](CC1)NC1=NC=CC=C1N1CC2=NC=CC=C2C1=O)(F)F 6-(((1S,3S)-3-((6-(trifluoromethyl)-1,2,4-triazine-3-yl)amino)cyclopentylamino)pyridin-3-yl)-6,7-dihydro-5H-pyrrolo[3,4-b]pyridin-5-one